O1C2=C(OC[C@@H]1CN1CCN(CC1)C1=CC(=NN1C1=NC=CC=C1)C)C=CC=C2 (S)-1-((2,3-dihydrobenzo[b][1,4]dioxin-2-yl)methyl)-4-(3-methyl-1-(pyridin-2-yl)-1H-pyrazol-5-yl)piperazine